FC(C(C(C(C(F)(F)OC(C=C)=O)(F)F)(F)F)(F)F)CC(F)(F)F.C(C(=C)C)(=O)OC(C(C(CC(F)(F)F)F)(F)F)(F)F octafluoropentyl methacrylate dodecafluoroheptyl-acrylate